C1(=CC=C(C=C1)C1=NN=C(S1)N1OCC2=C1C=CC=C2)C N-(5-(p-tolyl)-1,3,4-thiadiazol-2-yl)benzo[c]isoxazole